1-((6-(methylsulfonyl)-3-pyridinyl)carbonyl)-D-prolinamide CS(=O)(=O)C1=CC=C(C=N1)C(=O)N1[C@H](CCC1)C(=O)N